C(C1=CC=CC=C1)[Se]CCCC#N 4-(Benzylseleno)butyronitrile